BrC1=CC(=C(C(=O)OC)C=C1)OC[C@H](CC(=O)N1CCOCC1)NC(=O)OC(C)(C)C Methyl (S)-4-bromo-2-(2-((tert-butoxycarbonyl)amino)-4-morpholino-4-oxobutoxy)benzoate